1-(2-piperidinyl)-1,2-ethanediol N1C(CCCC1)C(CO)O